N-ethyl-5,6-difluoro-N-(4-(trifluoromethyl)benzyl)pyrimidin-4-amine C(C)N(C1=NC=NC(=C1F)F)CC1=CC=C(C=C1)C(F)(F)F